2-thiophen-3-yl-1,3-dioxolane S1C=C(C=C1)C1OCCO1